(NZ,R)-N-[1'-(7-bromo-6-methyl-pyrazolo[1,5-a]pyrazin-4-yl)spiro[5H-cyclopenta[b]pyridine-6,4'-piperidine]-7-ylidene]-2-methyl-propane-2-sulfinamide BrC1=C(N=C(C=2N1N=CC2)N2CCC/1(CC2)CC=2C(=NC=CC2)\C1=N/[S@](=O)C(C)(C)C)C